1-(6-(3-Hydroxyphenyl)chinolin-2-yl)piperidin OC=1C=C(C=CC1)C=1C=C2C=CC(=NC2=CC1)N1CCCCC1